FC=1C=C(C=C(C1F)C)NC(=O)C=1C=C(N2CCCCC12)C(C(=O)NC(CO)(C)C)=O N-(3,4-difluoro-5-methylphenyl)-3-(2-((1-hydroxy-2-methylpropan-2-yl)amino)-2-oxoacetyl)-5,6,7,8-tetrahydroindolizine-1-carboxamide